(R)-1-(8-amino-6-(4-ethylpyridin-3-yl)-2,7-diazaNaphthalen-3-yl)-3-(1-methyl-2-oxoPyrrolidin-3-yl)urea NC=1N=C(C=C2C=C(N=CC12)NC(=O)N[C@H]1C(N(CC1)C)=O)C=1C=NC=CC1CC